5-[[2-[(2R,4S)-4-acetamido-2-phenyl-1-piperidyl]-2-oxo-acetyl]amino]pyridine-3-carboxamide C(C)(=O)N[C@@H]1C[C@@H](N(CC1)C(C(=O)NC=1C=C(C=NC1)C(=O)N)=O)C1=CC=CC=C1